C(C)OC([C@H](NC([C@@H](NC(CNC(\C=C\C1=CC=C(C=C1)N)=O)=O)C(C)C)=O)CCC(=O)OCC)=O ((E)-3-(4-aminophenyl)acryloyl)glycyl-L-valyl-D-glutamic acid diethyl ester